C(C)SC1=NN=C(S1)NC(C(C)SC=1NC(C2=C(N1)N(N=C2)C2CCOCC2)=O)=O (4s)-N-(5-(ethylthio)-1,3,4-thiadiazol-2-yl)-2-((4-oxo-1-(tetrahydro-2H-pyran-4-yl)-4,5-dihydro-1H-pyrazolo[3,4-d]pyrimidin-6-yl)thio)propanamide